OC1=C2C(C=CC(C2=CC=C1)=O)=O 5-hydroxy-1,4-dihydronaphthoquinone